COC1=CC2=C(N=C(S2)C2=C3N=CC(=NC3=CC(=C2)C)COC2=CC=CC=C2)C(=C1)C 6-methoxy-4-methyl-2-(7-methyl-2-(phenoxymethyl)quinoxalin-5-yl)benzo[d]Thiazole